C(C)(C)(C)C=1C(=C(C=C(C1)CCC(=O)OC)N1N=C2C(=N1)C=CC(=C2)Cl)O 2-[3'-tert-butyl-2'-hydroxy-5'-(2-methoxycarbonylethyl)phenyl]-5-chlorobenzotriazole